9-bromo-5-(2,6-difluorophenyl)-3-methyl-1-((2-(trimethylsilyl)ethoxy)methyl)-1,6-dihydrobenzo[d]pyrazolo[3,4-f][1,3]diazepine BrC1=CC2=C(NC(=NC3=C2N(N=C3C)COCC[Si](C)(C)C)C3=C(C=CC=C3F)F)C=C1